ClC=1C=C(C=C2C=CC(=NC12)NC1=CC2=C(OC(O2)(F)F)C=C1)C#N 8-chloro-2-((2,2-difluorobenzo[d][1,3]dioxolan-5-yl)amino)quinoline-6-carbonitrile